ClC1=CC=C(C=N1)NC1=NC=CC2=CC(=CC=C12)OC1CC(C1)(F)F N-(6-chloropyridin-3-yl)-6-(3,3-difluorocyclobutoxy)isoquinolin-1-amine